(3R)-1-butyl-2,5-dioxo-3-((1R)-1-hydroxy-1-(tetrahydropyran-4-yl)methyl)-9-(4-(4-cyclopropylmethylaminocarbonyl-2-methoxyphenoxy)phenylmethyl)-1,4,9-triazaspiro[5.5]undecane C(CCC)N1C([C@H](NC(C12CCN(CC2)CC2=CC=C(C=C2)OC2=C(C=C(C=C2)C(=O)NCC2CC2)OC)=O)[C@@H](C2CCOCC2)O)=O